C(C)(C)OC1=C(C=CC=C1)C1=NOC(=N1)C=1C=C2C=CN(C2=CC1)C(C)C 3-(2-isopropoxyphenyl)-5-(1-isopropyl-1H-indol-5-yl)-1,2,4-oxadiazole